benzyl-(tert-butyloxycarbonyl)-D-serine C(C1=CC=CC=C1)N([C@H](CO)C(=O)O)C(=O)OC(C)(C)C